ClC1=CC=2N(C=C1)N=CC2C2=NC(=CC=C2)N2C[C@@H](N([C@@H](C2)C)C)C 5-chloro-3-(6-((3S,5R)-3,4,5-trimethylpiperazin-1-yl)pyridin-2-yl)pyrazolo[1,5-a]pyridine